CN1N=C(C=C1)C1=CC=C2C(=CC=NC2=C1)C1=CN=C2N1N=C(C(=C2)C2=CC=C(C=C2)N2CCNCC2)C 7-(1-methyl-1H-pyrazol-3-yl)-4-(6-methyl-7-(4-(piperazin-1-yl)phenyl)imidazo[1,2-b]pyridazin-3-yl)quinoline